benzyl (4R)-4-amino-5-[[(1S)-2-methoxy-1-methyl-2-oxo-ethyl] amino]-5-oxo-pentanoate N[C@H](CCC(=O)OCC1=CC=CC=C1)C(=O)N[C@H](C(=O)OC)C